4-(cyclopropylmethyl)-3-methylpyridin-2(1H)-one C1(CC1)CC1=C(C(NC=C1)=O)C